GLUTAMYL-2-AMINOBUTYRIC ACID N[C@@H](CCC(=O)O)C(=O)C(C(=O)O)(CC)N